FC1=C(C(=CC=C1)OC)C1=C(C=NC(=C1)C)C(=O)NC=1SC(=NN1)C(NC1=CC=C(C=C1)OC)=O 4-(2-fluoro-6-methoxyphenyl)-N-{5-[(4-methoxyphenyl)carbamoyl]-1,3,4-thiadiazol-2-yl}-6-methylpyridine-3-carboxamide